C1N(CCC12CCCC2)C2=C(N=NC(=C2)C=2C(=NC(=NC2)OC)OC)C#N 4-(2-Azaspiro[4.4]nonan-2-yl)-6-(2,4-dimethoxypyrimidin-5-yl)pyridazine-3-carbonitrile